FC=1C=C(C=CC1)S(=O)(=O)OC1=C(C=CC=2C(C3N(CC12)CCC=1C=C(C=CC13)O)C)OC 3-Hydroxy-10-methoxy-13-methyl-5,6,7,8,13,13a-hexahydroisoquinolino[2,1-b]isoquinolin-9-yl 3-fluorobenzenesulfonate